C(C(C)C)C1=NNC(=C1)C(=O)NCC=1SC(=NN1)C1=CC=CC=C1 3-isobutyl-N-((5-phenyl-1,3,4-thiadiazol-2-yl)methyl)-1H-pyrazole-5-carboxamide